CC(=O)N[C@@H]1[C@H]([C@@H]([C@H](O[C@@H]1O)CO)O)O[C@@H]2[C@H]([C@H]([C@@H]([C@H](O2)CO)O)O)O The molecule is an amino disaccharide comprising a beta-D-mannosyl residue linked (1->3) to an N-acetyl-D-glucosamine residue at the reducing end. It is an amino disaccharide, a glucosamine oligosaccharide, a glycosylglucose derivative and a member of acetamides. It derives from a N-acetyl-alpha-D-glucosamine and an alpha-D-mannose.